C1=NC(=C2C(=N1)N(C=N2)[C@H]3[C@@H]([C@@H]([C@H](O3)COP(=O)(O)O)O)O)NC(CC(=O)O)C(=O)O Adenylsuccinate